O1[C@H](COCC1)C(N1C[C@@H]2[C@H](C1)CC(C2)NC2=CC=C(N=N2)C=2C=C(C(=O)NC)C=CC2)([2H])[2H] 3-(6-(((3aR,5s,6aS)-2-(((S)-1,4-dioxan-2-yl)methyl-d2)octahydrocyclopenta[c]pyrrol-5-yl)amino)pyridazin-3-yl)-N-methylbenzamide